(E)-2-((2-amino-6-(2-((tert-butoxycarbonyl)amino)acetamido)pyridin-3-yl)diazenyl)phenyl acetate C(C)(=O)OC1=C(C=CC=C1)\N=N\C=1C(=NC(=CC1)NC(CNC(=O)OC(C)(C)C)=O)N